FC1=C2N=C(N=C3C2=C(OC(C2C4CCC(CN32)N4C(=O)[O-])C)N=C1)OCC1(CC1)CN1CCOCC1 1-fluoro-5-methyl-12-((1-(morpholinomethyl)cyclopropyl)methoxy)-5a,6,7,8,9,10-hexahydro-5H-4-oxa-3,10a,11,13,14-pentaaza-6,9-methanonaphtho[1,8-ab]heptalene-14-carboxylate